C(C)OCC(=O)P(OCC)(OCC)=O diethyl (2-ethoxyacetyl)phosphonate